Ethyl (2R)-2-(benzyloxycarbonylamino)-3-[[3-(5-methyl-1,2,4-oxadiazol-3-yl)benzoyl]amino]propanoate C(C1=CC=CC=C1)OC(=O)N[C@@H](C(=O)OCC)CNC(C1=CC(=CC=C1)C1=NOC(=N1)C)=O